CCCC(CCC)NC (hept-4-yl)(methyl)amine